C(C1=CC=CC=C1)N1[C@H](CN(C[C@H](C1)O)C(=O)OC(C)(C)C)CC(C)(C)C tert-Butyl (3S,6S)-4-benzyl-3-(2,2-dimethylpropyl)-6-hydroxy-1,4-diazepane-1-carboxylate